C(C)(C)(C)OC(=O)N1CC(N(CC1)S(=O)(=O)C)C(=O)O 4-(tert-butoxycarbonyl)-1-(methylsulfonyl)piperazine-2-carboxylic acid